N1(CCNCC1)C(=O)OC1=NC(=NC2=CC=CC=C12)OC methoxy-quinazolin-4-yl piperazine-1-carboxylate